4-benzyloxy-6-[4-tert-butyl-2-(4-fluoro-2-methoxy-phenoxy)-6-methyl-phenyl]-2-methyl-pyridine-3-carboxylic acid ethyl ester C(C)OC(=O)C=1C(=NC(=CC1OCC1=CC=CC=C1)C1=C(C=C(C=C1C)C(C)(C)C)OC1=C(C=C(C=C1)F)OC)C